(E)-2-{[(3-ethynylphenyl)imino]methyl}-4-nitrophenol C(#C)C=1C=C(C=CC1)\N=C\C1=C(C=CC(=C1)[N+](=O)[O-])O